(3S)-3-[4-[4-[4-[4-[3-amino-6-(5-fluoro-2-hydroxy-phenyl)pyridazin-4-yl]pyrazol-1-yl]-1-piperidyl]cyclohexyl]indolin-1-yl]piperidine-2,6-dione NC=1N=NC(=CC1C=1C=NN(C1)C1CCN(CC1)C1CCC(CC1)C1=C2CCN(C2=CC=C1)[C@@H]1C(NC(CC1)=O)=O)C1=C(C=CC(=C1)F)O